C(#N)C=1C=C(C=CC1)C=1N=C(SC1C1=CC(=NC(=C1)C)C)NC(=O)N1C[C@H](CC1)S(=O)(=O)C (3S)-N-[4-(3-cyanophenyl)-5-(2,6-dimethyl-4-pyridyl)thiazol-2-yl]-3-methylsulfonyl-pyrrolidin-1-carboxamid